Pyridine hydrochloride Cl.N1=CC=CC=C1